C1(CC1)N1N=CC(=C1)[C@@H]1O[C@@H](CN(C1)C=1N=C(C2=C(C(N(N=C2)C)=O)N1)C1=C(C=C(C(=C1)F)F)F)C 2-((2S,6R)-2-(1-cyclopropyl-1H-pyrazol-4-yl)-6-methylmorpholino)-7-methyl-4-(2,4,5-trifluorophenyl)pyrimido[4,5-d]pyridazin-8(7H)-one